5-dimethylaminomethylene-1H-pyrazole-3-carboxylic acid ethyl ester C(C)OC(=O)C=1NNC(C1)=CN(C)C